N-(5-methyl-1,3-thiazol-2-yl)propanamide CC1=CN=C(S1)NC(CC)=O